3,3,3-triFluoropropyltrichlorosilane FC(CC[Si](Cl)(Cl)Cl)(F)F